BrC1=C(C=2C(=NC=CN2)N=C1)C(=O)NCC(F)(F)C1=C(C=C(C=C1)C)C 7-bromo-N-[2-(2,4-dimethylphenyl)-2,2-difluoro-ethyl]pyrido[2,3-b]pyrazine-8-carboxamide